Perfluorophenyl 5-(1-(diethoxyphosphoryl)ethyl)benzo[b]thiophene-2-carboxylate C(C)OP(=O)(OCC)C(C)C1=CC2=C(SC(=C2)C(=O)OC2=C(C(=C(C(=C2F)F)F)F)F)C=C1